S(=O)(=O)(O)C(C(=O)OC(CCCCCCCCCCC)=O)CC(=O)[O-].[Na+].[Na+].C(CCCCCCCCCCC)(=O)OC(C(CC(=O)[O-])S(=O)(=O)O)=O disodium lauroyl sulphosuccinate